(R,E)-N-(1-(3,4-dimethoxyphenyl)ethyl)-3-(5-(1-(2-morpholinoethyl)-1H-pyrazol-4-yl)-1H-pyrrolo[2,3-b]pyridin-3-yl)acrylamide COC=1C=C(C=CC1OC)[C@@H](C)NC(\C=C\C1=CNC2=NC=C(C=C21)C=2C=NN(C2)CCN2CCOCC2)=O